C1(=CC=CC=C1)C=1C=CC(=NC1)CN1C=CC2=CC=CC(=C12)C(=O)NC1(CC1)C12CC(C1)(C2)C(=O)OC methyl 3-(1-(1-((5-phenylpyridin-2-yl)methyl)-1H-indole-7-carboxamido) cyclopropyl)bicyclo[1.1.1]pentane-1-carboxylate